tert-butyl N-(2-ethyl-4,5,6,7-tetrahydrobenzothiophen-3-yl)carbamate C(C)C=1SC2=C(C1NC(OC(C)(C)C)=O)CCCC2